FC=1C=2N(C=C(C1)NC(=O)C1=CC=C(C3=C1N(N=N3)C)N3CCN(CC3)C(=O)OC(C)(C)C)C=C(N2)C tert-butyl 4-[7-({8-fluoro-2-methylimidazo[1,2-a]pyridin-6-yl}carbamoyl)-1-methyl-1,2,3-benzotriazol-4-yl]piperazine-1-carboxylate